COCCOC=1C=C2CCN(CC2=C(C1)NC)C(=O)OC(C)(C)C t-butyl 6-(2-methoxyethoxy)-8-(methylamino)-3,4-dihydroisoquinoline-2(1H)-carboxylate